(1R,2S)-2-((R)-5H-Imidazo[5,1-a]isoindol-5-yl)cyclopentan-1-ol C=1N=CN2C1C1=CC=CC=C1[C@H]2[C@H]2[C@@H](CCC2)O